FC=1C(=NC(=NC1)NC1=NC=C(C=C1)N1CCNCC1)C1=CC2=C(N=C3COCC(N32)C)C(=C1)F 5-fluoro-4-(9-fluoro-4-methyl-3,4-dihydro-1H-benzo[4,5]imidazo[2,1-c][1,4]oxazin-7-yl)-N-(5-(piperazin-1-yl)pyridin-2-yl)pyrimidin-2-amine